Pyrazolo[4,3-b]Indole N1=NC=C2N=C3C=CC=CC3=C21